[C@@H]1([C@H](O)[C@H](O)[C@H](O1)CO)C1=NN(C2=C1NC(NC2=O)=O)C 3β-D-ribofuranosyl-(1-methyl-pyrazolo[4,3-d]pyrimidine-5,7(4H,6H)-dione)